OC1=CC=C(C=C1)NC1C2=C(C=3N(CC1)N=NC3C)C=CC(=C2)C=2CCN(CC2)C(=O)OC(C)(C)C tert-butyl 4-(7-((4-hydroxyphenyl)amino)-1-methyl-6,7-dihydro-5H-benzo[c][1,2,3]triazolo[1,5-a]azepin-9-yl)-3,6-dihydropyridine-1(2H)-carboxylate